1,1,3-trichloro-1,3-disilacyclobutane Cl[Si]1(C[SiH](C1)Cl)Cl